N1=CC=NC2=CC(=CC=C12)C=1C=CN2N=C(N=CC21)NC2CC1(CNC1)C2 5-(quinoxalin-6-yl)-N-(2-azaspiro[3.3]heptane-6-yl)pyrrolo[2,1-f][1,2,4]triazin-2-amine